NC=1C=C2CCC(NC2=C(C1C(=O)C1=C(C=CC(=C1)F)Cl)C#N)=O 6-amino-7-[(2-chloro-5-fluorophenyl)carbonyl]-2-oxo-1,2,3,4-tetrahydroquinoline-8-carbonitrile